C(C)C1=NN(C(=C1)C)C 3-Ethyl-1,5-dimethyl-1H-pyrazole